O=C(CC(C#N)CC(C1=CC=C(C=C1)C)=O)C1=CC=CC=C1 4-oxo-2-(2-oxo-2-(p-tolyl)ethyl)-4-phenylbutyronitrile